8-cyclopentyl-5-ethynyl-2-((3-(methyl((1s,4s)-4-((methylsulfonyl)methyl)cyclohexyl)amino)phenyl)amino)pyrido[2,3-d]pyrimidin-7(8H)-one C1(CCCC1)N1C(C=C(C2=C1N=C(N=C2)NC2=CC(=CC=C2)N(C2CCC(CC2)CS(=O)(=O)C)C)C#C)=O